methyl 6-(3-(4-chlorobenzyl)ureido)spiro[3.3]heptane-2-carboxylate ClC1=CC=C(CNC(NC2CC3(CC(C3)C(=O)OC)C2)=O)C=C1